1-(5-tert-butyl-2H-pyrazol-3-yl)-3-[4-(5-ethoxy-benzoimidazol-1-yl)-phenyl]-urea C(C)(C)(C)C=1C=C(NN1)NC(=O)NC1=CC=C(C=C1)N1C=NC2=C1C=CC(=C2)OCC